S(OC1=CC=C(C=C1)OCC1=C(C=C(C=C1F)C=1C(=NOC1)NS(=O)(=O)C)F)(=O)(=O)F 4-((2,6-difluoro-4-(3-(methylsulfonamido)isoxazol-4-yl)benzyl)oxy)phenyl sulfurofluoridate